NC1CC1C=1C=CC(=C(C1)NC(OC)=O)F methyl 5-(1-amino-3-cyclopropyl)-2-fluorophenylcarbamate